4,4'-methylenebis(2-aminophenol) C(C1=CC(=C(C=C1)O)N)C1=CC(=C(C=C1)O)N